OCCSSCCO monohydroxyethyl disulfide